1,2-dibenzyloxybenzene C(C1=CC=CC=C1)OC1=C(C=CC=C1)OCC1=CC=CC=C1